3-(methacryloyloxy)propyl-dimethylmethoxysilane C(C(=C)C)(=O)OCCC[Si](OC)(C)C